1-butylphosphate C(CCC)OP(=O)([O-])[O-]